C(CCCCCCCCC)C(CO)CCCCCCCCCCCC 2-decyl-1-tetradecanol